N-{[(2R,5R)-5-[(tert-Butoxycarbonyl)amino]oxacyclohex-2-yl]methyl}carbamic acid benzyl ester C(C1=CC=CC=C1)OC(NC[C@@H]1OC[C@@H](CC1)NC(=O)OC(C)(C)C)=O